[N+](=O)([O-])C1=CC=C(C(=O)N[C@@H](CCC(=O)O)C(=O)O)C=C1 para-nitrobenzoyl-L-glutamic acid